ClC=1C=C(C=CC1)N[C@@H](CC(C)C)C(=O)N1[C@H]2CC([C@@H]([C@H]1C(=O)N[C@H](/C=C(\C(=O)OCC)/F)C[C@@H]1C(NCC1)=O)CC2)(F)F ethyl (S,E)-4-((1R,3S,4R)-2-((3-chlorophenyl)-L-leucyl)-5,5-difluoro-2-azabicyclo[2.2.2]octane-3-carboxamido)-2-fluoro-5-((R)-2-oxopyrrolidin-3-yl)pent-2-enoate